C(\C=C\CC)C=1OC=CC1 (E)-2-(2-pentenyl)furan